N-{2-[(3S,4R)-3-fluoro-4-methoxy-3-methyl-piperidin-1-yl]pyrimidin-4-yl}-8-[3-(methane-sulfonylmethyl)azetidin-1-yl]-5-(propan-2-yl)-2,7-naphthyridin-3-amine F[C@]1(CN(CC[C@H]1OC)C1=NC=CC(=N1)NC=1N=CC2=C(N=CC(=C2C1)C(C)C)N1CC(C1)CS(=O)(=O)C)C